CN1CCC(CC1)(C(=O)O)C1=CC=CC=C1 1-methyl-4-phenylpiperidine-4-carboxylic acid